N(C1=CC=CC=C1)C1=NC(=NC(=N1)N1CCOCC1)NC1=CC=C(C=C1)C=CC1=CC=C(C=C1)NC1=NC(=NC(=N1)NC1=CC=CC=C1)N1CCOCC1 4,4'-bis[(4-anilino-6-morpholino-1,3,5-triazin-2-yl)amino]stilben